ClC1=NC=CC(=N1)C1=C(C=CC=C1)SCC1=CC=C(C=C1)OC 2-chloro-4-(2-((4-methoxybenzyl)thio)phenyl)pyrimidine